5'-chloro-2'-(pyrrolidin-1-ylmethyl)-7',8'-dihydro-6'H-spiro[cyclohexane-1,9'-furo[2,3-f]quinazoline]-7'-one ClC=1C=C2C(=C3C4(NC(NC13)=O)CCCCC4)OC(=C2)CN2CCCC2